8-((2S,5R)-4-(bis(4-chlorophenyl)methyl)-2,5-dimethylpiperazin-1-yl)-5-methyl-6-oxo-5,6-dihydro-1,5-naphthyridine-2-carbonitrile ClC1=CC=C(C=C1)C(N1C[C@@H](N(C[C@H]1C)C1=CC(N(C=2C=CC(=NC12)C#N)C)=O)C)C1=CC=C(C=C1)Cl